FC(C1=CC=C(C=C1)/C=C/CC1CCN(CC1)C(C=C)=O)(F)F (E)-1-(4-(3-(4-(trifluoromethyl)phenyl)allyl)piperidin-1-yl)prop-2-en-1-one